bis(ethylcyclopentadienyl)tin(II) C(C)C1(C=CC=C1)[Sn]C1(C=CC=C1)CC